1-Methyl-2-(6-trifluoromethoxy-benzothiazol-2-ylamino)-1H-benzoimidazole-5-carboxylic acid [2-((R)-3-dimethylamino-pyrrolidin-1-yl)-2-oxo-ethyl]-amide CN([C@H]1CN(CC1)C(CNC(=O)C1=CC2=C(N(C(=N2)NC=2SC3=C(N2)C=CC(=C3)OC(F)(F)F)C)C=C1)=O)C